COC(CC(CCC=C1CCN(CC1)C(=O)OC(C)(C)C)=O)=O tert-butyl 4-(6-methoxy-4,6-dioxohexylidene)piperidine-1-carboxylate